2-(((1S,4S,5S)-4-(4-(8-chloro-2-methyl-3-phenyloctan-2-yl)-2,6-dimethoxyphenyl)-6,6-dimethylbicyclo[3.1.1]hept-2-en-2-yl)methyl)isoindoline-1,3-dione ClCCCCCC(C(C)(C)C1=CC(=C(C(=C1)OC)[C@H]1C=C([C@@H]2C([C@H]1C2)(C)C)CN2C(C1=CC=CC=C1C2=O)=O)OC)C2=CC=CC=C2